FC(C12CC(C1)(C2)I)F 1-(difluoromethyl)-3-iodo-bicyclo[1.1.1]pentane